C(C(O)C)(=O)OC1CC(CCC1C(C)C)C Menthyl Lactat